FC(C=1N=C(SC1)S(=O)(=O)Cl)F 4-(difluoromethyl)thiazole-2-sulfonyl chloride